CC=1C=C(C=C2C=C(N=NC12)NC(=O)C1CC1)C=1C=NC=CC1C N-(8-Methyl-6-(4-methylpyridin-3-yl)cinnolin-3-yl)cyclopropanecarboxamide